(R)-2-(4-((6-((5-fluoro-4-(4-fluoro-1-isopropyl-2-methyl-1H-benzo[d]imidazol-6-yl)pyrimidin-2-yl)amino)pyridin-3-yl)methyl)-2-methylmorpholin-2-yl)-N,N-diethylacetamide FC=1C(=NC(=NC1)NC1=CC=C(C=N1)CN1C[C@@](OCC1)(C)CC(=O)N(CC)CC)C=1C=C(C2=C(N(C(=N2)C)C(C)C)C1)F